1,3-Cyclooctandiol C1(CC(CCCCC1)O)O